N1(CCCCC1)CCCSC(N)=N 2-[3-(1-piperidinyl)propyl]isothiourea